2-bromo-6-(tert-butyl)pyridine BrC1=NC(=CC=C1)C(C)(C)C